C(CC)SC1=NN=C(S1)NC(CSC=1NC(C2=C(N1)N(N=C2)C2=CC=CC=C2)=O)=O (1s)-N-(5-(propylthio)-1,3,4-thiadiazol-2-yl)-2-((4-oxo-1-phenyl-4,5-dihydro-1H-pyrazolo[3,4-d]pyrimidin-6-yl)thio)acetamide